4-(2,4-Dichlorophenyl)-1,3-dithiolan-2-ylidene-1-imidazolylacetonitrile C1[C@H](S/C(=C(\C#N)/N2C=CN=C2)/S1)C3=C(C=C(C=C3)Cl)Cl